C[C@H]1[C@@H](C[C@H]([C@@H](O1)O[C@H](C)CCCCCCC/C=C/C(=O)O)O)O The molecule is an (omega-1)-hydroxy fatty acid ascaroside obtained by formal condensation of the alcoholic hydroxy group of (2E,11R)-11-hydroxydodec-2-enoic acid with ascarylopyranose (the alpha anomer). It is a metabolite of the nematode Caenorhabditis elegans. It has a role as a Caenorhabditis elegans metabolite. It is an alpha,beta-unsaturated monocarboxylic acid and an (omega-1)-hydroxy fatty acid ascaroside. It derives from a (2E,11R)-11-hydroxydodec-2-enoic acid. It is a conjugate acid of an ascr#19(1-).